C1(CC1)C([C@@H](C(=O)NC1=NC=CC(=C1)C(NC(CCC(F)(F)F)=O)C1CC1)NC(OC(C)(C)C)=O)C1CC1 tert-butyl ((2S)-1,1-dicyclopropyl-3-((4-(cyclopropyl(4,4,4-trifluorobutanamido)methyl)pyridin-2-yl)amino)-3-oxopropan-2-yl)carbamate